methyl 3-(4-(7-chloro-3-methoxydibenzo[b,f][1,4]oxazepin-11-yl)piperazin-1-yl)-2,2-dimethylpropanoate ClC=1C=CC2=C(OC3=C(C(=N2)N2CCN(CC2)CC(C(=O)OC)(C)C)C=CC(=C3)OC)C1